2-{7-bromo-2-[4-chloro-2-(trifluoromethoxy)phenyl][1,2,4]triazolo[1,5-c]quinazolin-5-yl}-N-propyl-D-alaninamide BrC1=CC=CC=2C=3N(C(=NC12)[C@@](N)(C)C(=O)NCCC)N=C(N3)C3=C(C=C(C=C3)Cl)OC(F)(F)F